Methyl (3R,4R)-3-[4-(2-chloro-5-cyano-3-{[8-cyano-4-(cyclopropylamino)pyrazolo[1,5-a][1,3,5]triazin-2-yl]amino}phenyl)piperazin-1-yl]-4-hydroxypyrrolidine-1-carboxylate ClC1=C(C=C(C=C1NC1=NC=2N(C(=N1)NC1CC1)N=CC2C#N)C#N)N2CCN(CC2)[C@@H]2CN(C[C@H]2O)C(=O)OC